3-[6-[1-(4-piperidylmethyl)-4-piperidyl]-1,2-benzoxazol-3-yl]piperidine-2,6-dione N1CCC(CC1)CN1CCC(CC1)C1=CC2=C(C(=NO2)C2C(NC(CC2)=O)=O)C=C1